5-bromo-6-trifluoromethyl-pyridin-3-yl 2,4,6-tri-O-acetyl-3-azido-3-deoxy-1-thio-alpha-D-galactopyranoside C(C)(=O)O[C@H]1[C@@H](SC=2C=NC(=C(C2)Br)C(F)(F)F)O[C@@H]([C@@H]([C@@H]1N=[N+]=[N-])OC(C)=O)COC(C)=O